FC=1C=C(C=CC1)[C@H]([C@H]1[C@@H]2N(C(C=3N1N=CC(C3O)=O)=O)[C@@H](CC2)C)C2=CC=C(C=C2)F (7R,9aR,10S)-10-((R)-(3-fluorophenyl)(4-fluorophenyl)methyl)-4-hydroxy-7-methyl-8,9,9a,10-tetrahydro-7H-pyrrolo[1',2':4,5]pyrazino[1,2-b]pyridazine-3,5-dione